(3-(1H-imidazol-1-yl)propanamido)-N-(4-fluorophenyl)cyclopentane-1-carboxamide N1(C=NC=C1)CCC(=O)NC1(CCCC1)C(=O)NC1=CC=C(C=C1)F